S1C2=C(C=C1B(O)O)C=CC=C2 2-benzo[b]thiopheneboronic acid